O1CC2(CC1)CN(C1=CC=CC=C12)S(=O)(=O)C1=CC=C(C=C1)S(=O)(=O)N(C)C 4-({1,2-dihydrospiro[indole-3,3'-tetrahydrofuran]-1-yl}sulfonyl)-N,N-dimethyl-benzene-1-sulfonamide